5-(2-(Dimethylamino)ethoxy)pyridin-2-amine CN(CCOC=1C=CC(=NC1)N)C